(S)-8-chloro-4-((5,6-difluoropyridin-3-yl)amino)-6-((indolin-4-yl(1-isopropyl-1H-1,2,3-triazol-4-yl)methyl)amino)quinoline-3-carbonitrile ClC=1C=C(C=C2C(=C(C=NC12)C#N)NC=1C=NC(=C(C1)F)F)N[C@H](C=1N=NN(C1)C(C)C)C1=C2CCNC2=CC=C1